FC=1C=C(C(=O)N2CCC(CC2)N2CC(C2)(N2C=C(C=C2)C=2C3=C(N=CN2)NC=C3)CC#N)C=C(C1)C(F)(F)F {1-{1-[3-fluoro-5-(trifluoromethyl)benzoyl]piperidin-4-yl}-3-[3-(7H-pyrrolo[2,3-d]pyrimidin-4-yl)-1H-pyrrol-1-yl]azetidin-3-yl}acetonitrile